ethyl 2-{[1-(tert-butoxycarbonyl)azetidin-3-yl]methyl}-8-methyl-4,5-dihydro-2H-furo[2,3-g]indazole-7-carboxylate C(C)(C)(C)OC(=O)N1CC(C1)CN1N=C2C3=C(CCC2=C1)OC(=C3C)C(=O)OCC